bis[2-hydroxy-5-(carboxyethyl) benzyl] ethylenediamine (2s)-2-(2,6-dichloro-4-((methoxy(2-methoxyphenyl)phosphoryl)ethynyl)benzylamino)-3-(3-(methylsulphonyl)phenyl)propionate ClC1=C(CN[C@H](C(=O)O)CC2=CC(=CC=C2)S(=O)(=O)C)C(=CC(=C1)C#CP(=O)(C1=C(C=CC=C1)OC)OC)Cl.OC1=C(CNCCNCC2=C(C=CC(=C2)CCC(=O)O)O)C=C(C=C1)CCC(=O)O